5-[(4R,11aS)-4-Methyl-9-[(8aS)-3-oxo-1,5,6,7,8,8a-hexahydroimidazo[1,5-a]pyrazin-2-yl]-1,3,4,6,11,11a-hexahydropyrazino[1,2-b]isochinolin-2-yl]chinolin-8-carbonitril C[C@@H]1CN(C[C@H]2N1CC=1C=CC(=CC1C2)N2C(N1[C@@H](CNCC1)C2)=O)C2=C1C=CC=NC1=C(C=C2)C#N